mononitrosophenol N(=O)C1=CC=C(C=C1)O